2-mercaptonicotinic acid SC1=C(C(=O)O)C=CC=N1